1-Benzyl 4-[3-(tert-butoxycarbonylamino)-3-methyl-cyclobutyl]piperazine-1-carboxylate C(C)(C)(C)OC(=O)NC1(CC(C1)N1CCN(CC1)C(=O)OCC1=CC=CC=C1)C